(M)-6-chloro-7-(5-methyl-1H-indazol-4-yl)-1-(4-methyl-2-(2-propanyl)-3-pyridinyl)-4-((2S)-2-methyl-4-(2-propenoyl)-1-piperazinyl)pyrido[2,3-d]pyrimidin-2(1H)-one ClC1=CC2=C(N(C(N=C2N2[C@H](CN(CC2)C(C=C)=O)C)=O)C=2C(=NC=CC2C)C(C)C)N=C1C1=C2C=NNC2=CC=C1C